NC1=CC=C2C(=NC(=NC2=C1)OC)N1C[C@@H](CC1)NC(OC(C)(C)C)=O (R)-tert-butyl (1-(7-amino-2-methoxyquinazolin-4-yl)pyrrolidin-3-yl)carbamate